ONC(\C=C\C1=C(C=CC=C1)N1C(CN(CC1)S(=O)(=O)C1=CC=CC=C1)=O)=O (E)-N-hydroxy-3-(2-(2-oxo-4-(phenylsulfonyl)piperazin-1-yl)phenyl)acrylamide